C(C1=CC=CC=C1)OC(=O)N1C(CC(CC1)=COC)(C)COC benzyl-2-(methoxymethyl)-4-(methoxymethylene)-2-methylpiperidine-1-carboxylate